tert-butyl 4-(4,4,5,5-tetramethyl-1,3,2-dioxa-borolan-2-yl)-3,6-dihydro-2H-pyridine-1-carboxylate CC1(OB(OC1(C)C)C=1CCN(CC1)C(=O)OC(C)(C)C)C